1-(2-fluoroethyl)piperazine hydrochloride Cl.FCCN1CCNCC1